CC1=C(C=CC(=C1)C(F)(F)F)C=1CCCC2=C(C1C1=CC=C(C=C1)C=C1CN(C1)CCC(F)(F)F)C=CC(=C2)C(=O)O 8-(2-methyl-4-(trifluoromethyl)phenyl)-9-(4-((1-(3,3,3-trifluoropropyl)azetidin-3-ylidene)methyl)phenyl)-6,7-dihydro-5H-benzo[7]annulene-3-carboxylic acid